tert-butyl-6-amino-3-(4-(trifluoromethyl)benzyl)-6,7-dihydropyrazolo[1,5-a]pyrimidine-4(5H)-carboxylate C(C)(C)(C)OC(=O)N1C=2N(CC(C1)N)N=CC2CC2=CC=C(C=C2)C(F)(F)F